C(C)(C)(C)OC(=O)NCC1=CC=C(S1)C=1SC(=CC1)C=C(C(=O)OC)C#N methyl 3-(5'-(((tert-butoxycarbonyl) amino) methyl)-[2,2'-bithiophene]-5-yl)-2-cyanoacrylate